IsoxAzolidin O1NCCC1